C(=CC)C(C(=O)O)OC1CCCCC1.C(C)(=O)OOC1C(CCCC1)CC=C prop-2-enyl-2-cyclohexyloxy acetate (2-propenyl-(cyclohexyloxy) acetate)